((S)-1-methylpyrrolidin-3-yl)methanone CN1C[C@H](CC1)C=O